ClC1=NC2=C(C=C(C=C2C=C1)C)C 2-chloro-6,8-dimethylquinoline